[Na+].[Na+].P(=O)([O-])([O-])OC[C@@H]1[C@H](C[C@@H](O1)N1C(=O)NC(=O)C(C)=C1)O thymidine-5'-monophosphate disodium salt